NC1=NC=CC(=C1)[C@@H]1[C@H]([C@H]2CC[C@@H]1O2)C(=O)NC2=CC(=C(C=C2)Cl)Cl (1R,2R,3S,4S)-3-(2-aminopyridin-4-yl)-N-(3,4-dichlorophenyl)-7-oxabicyclo[2.2.1]heptane-2-carboxamide